(E)-4-benzyl-3-(3-(4'-methoxy-[1,1'-biphenyl]-3-yl)propenoyl)oxazolidin-2-one C(C1=CC=CC=C1)C1N(C(OC1)=O)C(\C=C\C=1C=C(C=CC1)C1=CC=C(C=C1)OC)=O